ClC=1C=NC=C(C1[C@@H](C)OC=1C=C2C(=NNC2=CC1)C=1C=CC(=NC1)N1CC2(CN(C2)C(=O)OC(C)(C)C)C1)Cl tert-butyl (R)-6-(5-(5-(1-(3,5-dichloropyridin-4-yl)ethoxy)-1H-indazol-3-yl)pyridin-2-yl)-2,6-diazaspiro[3.3]heptane-2-carboxylate